ClC=1C=C(C=C(C1OC1=CN(C(C=C1)=O)CC1=CC=C(C=C1)F)Cl)N1N=CC(NC1=O)=O 2-(3,5-dichloro-4-((1-(4-fluorobenzyl)-6-oxo-1,6-dihydropyridin-3-yl)oxy)phenyl)-1,2,4-triazine-3,5(2H,4H)-dione